benzyl 8-(6-(pyrrolidine-1-carbonyl)-5,6,7,8-tetrahydro-1,6-naphthyridin-2-yl)-3,8-diazabicyclo[3.2.1]octane-3-carboxylate N1(CCCC1)C(=O)N1CC=2C=CC(=NC2CC1)N1C2CN(CC1CC2)C(=O)OCC2=CC=CC=C2